C(#N)C=1C=C(C=CC1)NC(=O)C12C(C(=NO1)C=1C=NC=CC1)C1CCC2C1 N-(3-cyanophenyl)-3-(pyridin-3-yl)-3a,4,5,6,7,7a-hexahydro-4,7-methylenebenzo[d]isoxazole-7a-carboxamide